OC(C(=O)O)C 2-hydroxy-propionic acid